OC(C)(C)C1=CC=C(S1)S(=O)(N)=N 5-(2-hydroxypropan-2-yl)thiophene-2-sulfonimidamide